C(C)(C)(C)OC(=O)N1CC2=CC=C(C=C2CC1)C1=NC(=C(C2=C1C=CS2)C2=C(C=C(C=C2)F)OC)C=2OC1=C(CN(CC1)C(C=C)=O)N2 6-[7-(4-fluoro-2-methoxy-phenyl)-6-(5-prop-2-enoyl-6,7-dihydro-4H-oxazolo[4,5-c]pyridin-2-yl)thieno[3,2-c]pyridin-4-yl]-3,4-dihydro-1H-isoquinoline-2-carboxylic acid tert-butyl ester